ClC1=CC(=C(C=C1)N1CCC(CC1)C=1C(=NN(C1CC(=O)N)C)C)F (4-(1-(4-chloro-2-fluorophenyl)piperidin-4-yl)-1,3-dimethyl-1H-pyrazol-5-yl)acetamide